(2'-(4,5-Dimethyl-1H-imidazol-2-yl)-3,4'-bipyridin-5-yl)(3-(pyridin-2-yl)pyrrolidin-1-yl)methanone trifluoroacetate salt FC(C(=O)O)(F)F.CC=1N=C(NC1C)C1=NC=CC(=C1)C=1C=NC=C(C1)C(=O)N1CC(CC1)C1=NC=CC=C1